N(C1=CC=CC=C1)C1=NC(=NC(=N1)OC)NC=1C=C(C(=CC1)C=CC=1C(=CC(=CC1)NC1=NC(=NC(=N1)NC1=CC=CC=C1)OC)S(=O)(=O)[O-])S(=O)(=O)[O-].[Na+].[Na+] dinatrium 4,4'-bis[(4-anilino-6-methoxy-1,3,5-triazin-2-yl)amino]stilben-2,2'-disulfonat